C(C)(C)(C)OC(C[C@H]([C@H]([C@H](CC)C)N(C([C@H](C(C)C)NC(=O)[C@H]1N([C@@H]2CC[C@H]1C2)C(=O)O)=O)C)OC)=O (1r,3S,4S)-3-(((S)-1-(((3r,4S,5S)-1-(tert-butoxy)-3-methoxy-5-methyl-1-oxohept-4-yl)(methyl)amino)-3-methyl-1-oxobutan-2-yl)carbamoyl)-2-azabicyclo[2.2.1]Heptane-2-carboxylic acid